C1=CC(=CC=C1C[C@@H](C(=O)O)N)Cl The molecule is a non-proteinogenic L-alpha-amino acid that is L-phenylalanine in which the meta-hydrogen of the phenyl group has been replaced by a chlorine. It is a chloroamino acid, a non-proteinogenic L-alpha-amino acid, a member of monochlorobenzenes and a L-phenylalanine derivative.